6-oxo-6,7,8,9-tetrahydro-5H-cyclopenta[c][1,6]naphthyridine-3-carboxylic acid methyl ester COC(=O)C1=NC=C2C3=C(C(NC2=C1)=O)CCC3